C(C)(C)(C)OC(=O)N1CC(=CCC1)C=1C=NC(=C(C1)S(=O)(=O)C)OC 6'-methoxy-5'-(methylsulfonyl)-5,6-dihydro-[3,3'-bipyridine]-1(2H)-carboxylic acid tert-butyl ester